3-(4,4,5,5-tetramethyl-1,3,2-dioxaborolan-2-yl)-N-(2,2,2-trifluoroethyl)benzamide CC1(OB(OC1(C)C)C=1C=C(C(=O)NCC(F)(F)F)C=CC1)C